C(C)N(CC)CC.OC(CS(=O)(=O)O)CO 2,3-dihydroxyl-1-propanesulfonic acid triethylamine salt